2-(1-(4-Amino-3-(5-chlorothiophen-2-yl)-1H-pyrazolo[3,4-d]pyrimidin-1-yl)ethyl)-3-(3-Fluorophenyl)-4H-chromen-4-one NC1=C2C(=NC=N1)N(N=C2C=2SC(=CC2)Cl)C(C)C=2OC1=CC=CC=C1C(C2C2=CC(=CC=C2)F)=O